BrC1=CC=C2C(=CNC2=C1)S(=O)(=O)NC1=NC=C(C(=N1)OC)OC(F)F 6-bromo-N-[5-(difluoromethoxy)-4-methoxy-pyrimidin-2-yl]-1H-indole-3-sulfonic acid amide